3β-hydroxy-pregna-5,16-dien-20-one O[C@@H]1CC2=CC[C@H]3[C@@H]4CC=C(C(C)=O)[C@]4(CC[C@@H]3[C@]2(CC1)C)C